C1C(CC2=CC=CC=C12)C(=O)OCC Ethyl 2,3-dihydro-1H-indene-2-carboxylate